3-oxo-5β-cholanoic acid O=C1C[C@H]2CC[C@H]3[C@@H]4CC[C@H]([C@@H](CCC(=O)O)C)[C@]4(CC[C@@H]3[C@]2(CC1)C)C